C(C)(=O)C1=NN(C2=CC=C(C=C12)C=1C=NC(=NC1)C)CC(=O)N1[C@@H](C[C@H](C1)F)C(=O)N[C@H](C)[C@@H]1C(C1)(Cl)Cl (2S,4R)-1-(2-(3-acetyl-5-(2-methylpyrimidin-5-yl)-1H-indazol-1-yl)acetyl)-N-((R)-1-((R)-2,2-dichlorocyclopropyl)ethyl)-4-fluoropyrrolidine-2-carboxamide